tert-Butyl 3,3-dimethyl-5-oxo-morpholine-4-carboxylate CC1(N(C(COC1)=O)C(=O)OC(C)(C)C)C